ClC1=CC2=C(C=N1)[C@H]1CC[C@@H](C2)N1C(=O)NC1=CC(=C(C=C1)Cl)Cl (6S,9R)-3-chloro-N-(3,4-dichlorophenyl)-6,7,8,9-tetrahydro-5H-6,9-epiminocyclohepta[c]-pyridine-10-carboxamide